C(CCC)OC([C@@H](NP(=O)(OC1=CC=CC=C1)Cl)C)=O (chloro(phenoxy)phosphoryl)-L-alanine butyl ester